C1(=CC=C(C=C1)NC1=CC=2C(C3=CC=CC=C3C(C2C=C1B1OC(C(O1)(C)C)(C)C)(C)C)(C)C)C1=CC=CC=C1 N-([1,1'-biphenyl]-4-yl)-9,9,10,10-tetramethyl-3-(4,4,5,5-tetramethyl-1,3,2-dioxaborolan-2-yl)-9,10-dihydroanthracene-2-amine